tert-butyl ((4-(4-((phenoxycarbonyl)amino)phenyl)-3,6-dihydropyridin-1(2H)-yl)sulfonyl)carbamate O(C1=CC=CC=C1)C(=O)NC1=CC=C(C=C1)C=1CCN(CC1)S(=O)(=O)NC(OC(C)(C)C)=O